trans-3-(2-chlorophenoxy)-N-{2-fluoro-3-[6-oxo-4-(trifluoromethyl)-1,6-dihydropyrimidin-2-yl]-4-(trifluoromethyl)benzyl}cyclobutane-1-carboxamide ClC1=C(O[C@@H]2C[C@H](C2)C(=O)NCC2=C(C(=C(C=C2)C(F)(F)F)C=2NC(C=C(N2)C(F)(F)F)=O)F)C=CC=C1